FC(F)(F)CC(=O)C1=CC=CC=C1 (Trifluoromethyl)acetophenone